5-methoxy-3-methyl-6-(trifluoromethyl)imidazo[4,5-c]Pyridin-4-one CON1C(C2=C(C=C1C(F)(F)F)N=CN2C)=O